FC(CCCCCCCCCCCCCCCCCC(C(=O)O)CC(=O)O)(F)F 18,18,18-Trifluorooctadecyl-succinic acid